COC=1C=C(CN2C=NC=3C2=NC=C(C3)C3=NOC(=N3)C3CCNCC3)C=CC1OCC=1C=NC(=CC1)OC 3-(3-(3-Methoxy-4-((6-methoxypyridin-3-yl)methoxy)benzyl)-3H-imidazo[4,5-b]pyridin-6-yl)-5-(piperidin-4-yl)-1,2,4-oxadiazole